5-(8,9,10,11-tetrahydro-3H-pyrazolo[4,3-a]phenanthridin-7-yl)thiophene-2-carboxylic acid C1=NNC=2C1=C1C=3CCCCC3C(=NC1=CC2)C2=CC=C(S2)C(=O)O